C(C=CCCCCCCCCCC=CCCCC)CC(=O)[O-] Octadecane-2,13-dien-1-ylacetate